(S)-1-(2-aminopyrimidin-5-yl)-3-(1-(5-fluoro-3-methylbenzofuran-2-yl)-2-methylpropyl)urea NC1=NC=C(C=N1)NC(=O)N[C@@H](C(C)C)C=1OC2=C(C1C)C=C(C=C2)F